N-(4-chloro-6-(methyl-d3)-5-carbonyl-6,7-dihydro-5H-pyrrolo[3,4-b]pyridin-2-yl)cyclopropanecarboxamide ClC1=C2C(=NC(=C1)NC(=O)C1CC1)CN(C2=C=O)C([2H])([2H])[2H]